N-[(2R,3S)-3-(4-amino-3-fluorophenyl)-1-(4-methylpiperazin-1-yl)-1-oxobutan-2-yl]propanamide NC1=C(C=C(C=C1)[C@@H]([C@H](C(=O)N1CCN(CC1)C)NC(CC)=O)C)F